7-chloro-2-((1S)-2-(6-fluoro-2,3-dimethylphenyl)-1-(5-oxo-4,5-dihydro-1,3,4-oxadiazol-2-yl)propyl)-3,4-dihydro-2H-benzo[b][1,4,5]oxathiazepine-9-carboxylic acid 1,1-dioxide ClC=1C=C(C2=C(OCCN(S2(=O)=O)[C@@H](C(C)C2=C(C(=CC=C2F)C)C)C=2OC(NN2)=O)C1)C(=O)O